1-(4-bromophenyl)-3-(1,3-dithian-2-yl)-1H-pyrazole BrC1=CC=C(C=C1)N1N=C(C=C1)C1SCCCS1